2-(4-ditert-butoxyphosphoryloxyphenyl)acetate C(C)(C)(C)OP(=O)(OC(C)(C)C)OC1=CC=C(C=C1)CC(=O)[O-]